N[C@@H](CCC(=O)O)C(=O)N.N[C@@H](CCC(=O)O)C(=O)N.N[C@@H](CCC(=O)O)C(=O)N triglutamic acid amide